CN(S(=O)(=O)N[C@@H]1CCCOC1)C (2S,5R)-5-((N,N-dimethylsulfamoyl)amino)tetrahydro-2H-pyran